ditolyl-phosphinic acid C1(=C(C=CC=C1)P(O)(=O)C1=C(C=CC=C1)C)C